methyl 2-(1-(4-chloropyridin-2-yl)-1H-pyrazol-4-yl)acetate ClC1=CC(=NC=C1)N1N=CC(=C1)CC(=O)OC